1-(1H-imidazole-1-carbonyl)piperidin-4-ol N1(C=NC=C1)C(=O)N1CCC(CC1)O